CNC(C(C\C=C/CCCCC)C)=O (Z)-N,2-dimethyldec-4-enamide